6-chloro-5-fluoro-3-iodo-1-methyl-1H-pyrazolo[3,4-b]pyridine ClC1=C(C=C2C(=N1)N(N=C2I)C)F